S-β-ureidoethyl thiocarbamate C(N)(SCCNC(=O)N)=O